C1(=CC=CC=C1)[C@H](C)N (1S)-1-Phenylethylamine